pentaerythritol bisphosphonate melamine salt N1=C(N)N=C(N)N=C1N.P(O)(O)=O.P(O)(O)=O.OCC(CO)(CO)CO